1-Benzyl-5-[1-(2,3-dimethylphenyl)vinyl]-1H-imidazole C(C1=CC=CC=C1)N1C=NC=C1C(=C)C1=C(C(=CC=C1)C)C